(S)-2-(3,4-dichlorophenyl)-1-(4-((5R,7S)-7-hydroxy-5-methyl-6,7-dihydro-5H-cyclopenta[d]pyrimidin-4-yl)piperazin-1-yl)-3-(isopropylamino)propan-1-one ClC=1C=C(C=CC1Cl)[C@H](C(=O)N1CCN(CC1)C=1C2=C(N=CN1)[C@H](C[C@H]2C)O)CNC(C)C